C(C)NC(C(C)(C=1C=CC=2N(C1)N=CC2)C)=O N-ethyl-2-methyl-2-pyrazolo[1,5-a]pyridin-6-yl-propanamide